3-(tert-butoxy)azetidine C(C)(C)(C)OC1CNC1